C1(CC1)C=1SC2=C(N(C(N(C2=O)C2=CC3=CN(N=C3C=C2)C)=O)C=2C=NC(=CC2)OC(F)F)N1 2-cyclopropyl-4-(6-(difluoromethoxy)pyridin-3-yl)-6-(2-methyl-2H-indazol-5-yl)thiazolo[4,5-d]pyrimidine-5,7(4H,6H)-dione